BrC1(CCCC1)C(=O)C1=C(C=CC=C1)F (1-Bromocyclopentyl)(2-fluorophenyl)methanone